ClC=1C(=NC(=NC1)C=C)C1=C2C=NNC2=CC=C1 4-(5-chloro-2-vinylpyrimidin-4-yl)-1H-indazole